C(C)OC(=O)C=1N(C2=CC(=C(C=C2C1)C1=CC=C(C=C1)C#N)Cl)C 6-chloro-5-(4-cyanophenyl)-1-methyl-1H-indole-2-carboxylic acid ethyl ester